C(C)OC(=O)C1=NC(=NC(=C1N)C1=C2C=NN(C2=CC=C1C)C1OCCCC1)[Sn](CCCC)(CCCC)CCCC 5-amino-6-(5-methyl-1-(tetrahydro-2H-pyran-2-yl)-1H-indazol-4-yl)-2-(tributylstannyl)pyrimidine-4-carboxylic acid ethyl ester